methyl 1-methyl-2-phenyl-1H-imidazo[4,5-b]pyrazine-6-carboxylate CN1C(=NC=2C1=NC(=CN2)C(=O)OC)C2=CC=CC=C2